[O-2].[Fe+3].[Mg+2] magnesium ferric oxide